(S)-3-chloro-N-(1-(1-(5-((dimethyl(oxo)-λ6-sulfaneylidene)amino)pyridin-2-yl)-1H-1,2,4-triazol-5-yl)ethyl)-N-methyl-5-(trifluoromethyl)benzamide ClC=1C=C(C(=O)N(C)[C@@H](C)C2=NC=NN2C2=NC=C(C=C2)N=S(=O)(C)C)C=C(C1)C(F)(F)F